C(C)OC(=O)C=1C(=NN2C1O[C@@H](CC2)C)C=2C(=NC(=CC2)F)N2[C@H]1CO[C@@H](C2)C1 (5R)-2-[6-fluoro-2-[(1R,4R)-2-oxa-5-azabicyclo[2.2.1]hept-5-yl]pyridin-3-yl]-5-methyl-5H,6H,7H-pyrazolo[3,2-B][1,3]oxazine-3-carboxylic acid ethyl ester